C1(CC1)S(=O)(=O)N1N=CC(=C1)C1=NC=CC(=N1)NC1=NC=C(C(=C1)NC1CCC(CC1)(O)CN(C)C)C1=NN(C=C1)C (1s,4s)-4-((2-((2-(1-(Cyclopropylsulfonyl)-1H-pyrazol-4-yl)pyrimidin-4-yl)amino)-5-(1-methyl-1H-pyrazol-3-yl)pyridin-4-yl)amino)-1-((dimethylamino)methyl)cyclohexan-1-ol